2,3,5-trimethyl-benzoquinone CC=1C(C=C(C(C1C)=O)C)=O